(S)-9-oxo-8-(5-phenylthiazol-2-yl)octahydro-2H-pyrazino[1,2-a]pyrazine-2-carbonitrile O=C1N(CCN2[C@H]1CN(CC2)C#N)C=2SC(=CN2)C2=CC=CC=C2